ClC=1N=C2C(=NC1)N(C(=C2)C2=CC=C(C=C2)F)C 2-chloro-6-(4-fluorophenyl)-5-methyl-5H-pyrrolo[2,3-b]Pyrazine